IC=1C=C(C(=O)OC)C=CC1S(=O)(=O)CC1=NN(C=C1)C1=CC=NC=C1 methyl 3-iodo-4-(((1-(pyridin-4-yl)-1H-pyrazol-3-yl)methyl)sulfonyl)benzoate